tert-Butyl (E)-(3-(4-formylstyryl)phenyl)carbamate C(=O)C1=CC=C(/C=C/C=2C=C(C=CC2)NC(OC(C)(C)C)=O)C=C1